C1(CCCCC1)C1=CC=CC2=C1N=C(S2)SN cyclohexyl-2-benzothiazolesulfenamide